NC=1C(=NN2C1N=C(NC2=O)SCC(F)(F)F)C 8-amino-7-methyl-2-[(2,2,2-trifluoroethyl)sulfanyl]-3H-pyrazolo[1,5-a][1,3,5]triazin-4-one